3-(4-(4-amino-3-(4-(4-methoxyphenoxy)phenyl)-1H-pyrazolo[3,4-d]pyrimidin-1-yl)-[1,4'-bipiperidin]-1'-yl)azetidine-1-carboxylic acid tert-butyl ester C(C)(C)(C)OC(=O)N1CC(C1)N1CCC(CC1)N1CCC(CC1)N1N=C(C=2C1=NC=NC2N)C2=CC=C(C=C2)OC2=CC=C(C=C2)OC